6-(4-(((2-(trimethylsilyl)ethoxy)methoxy)methyl)thiazol-2-yl)picolinic acid methyl ester COC(C1=NC(=CC=C1)C=1SC=C(N1)COCOCC[Si](C)(C)C)=O